CC1=CC=C2CCO[C@@H](C2=C1)[C@H]1NCCC1 (S)-2-((S)-7-methylisochroman-1-yl)pyrrolidine